FC(CNC(=O)N1C2C=C(CC1CC2)C2=NC(=NC=C2)NC=2C=NN(C2)C)F N-(2,2-difluoroethyl)-3-(2-((1-methyl-1H-pyrazol-4-yl)amino)pyrimidin-4-yl)-8-azabicyclo[3.2.1]oct-2-ene-8-carboxamide